indolium isobutyl-triphenyl-borate C(C(C)C)[B-](C1=CC=CC=C1)(C1=CC=CC=C1)C1=CC=CC=C1.[NH2+]1C=CC2=CC=CC=C12